5-fluoro-3-methoxybenzonitrile FC=1C=C(C=C(C#N)C1)OC